3-Bromo-6-isopropyl-4-methyl-5-phenylpyrazolo[1,5-a]pyrimidin-7(4H)-one BrC=1C=NN2C1N(C(=C(C2=O)C(C)C)C2=CC=CC=C2)C